3-(N,N-diphenylamino)-1,2-propanediol C1(=CC=CC=C1)N(C1=CC=CC=C1)CC(CO)O